OC1=CC=C(C=C1)C(=C(CC)C1=CC=CC=C1)C1=CC=C(C=C1)N1CCN(CC1)CC1=CC=C(C=C1)NC1C(NC(CC1)=O)=O 3-((4-((4-(4-(1-(4-hydroxyphenyl)-2-phenylbut-1-en-1-yl)phenyl)piperazin-1-yl)methyl)phenyl)amino)piperidine-2,6-dione